6-(3-bromophenyl)-5,7-dimethyl-2-(pyridin-2-yl)-1H,2H,6H-pyrrolo[3,4-d]pyridazin-1-one BrC=1C=C(C=CC1)N1C(=C2C(N(N=CC2=C1C)C1=NC=CC=C1)=O)C